FC1=C(C=CC(=C1)F)C1=CC(=NO1)C(=O)N1CC2=C(C(C1)C=1C(=NN(C1C)C)C)SC=C2 [5-(2,4-difluorophenyl)isoxazol-3-yl]-[7-(1,3,5-trimethylpyrazol-4-yl)-6,7-dihydro-4H-thieno[3,2-c]pyridin-5-yl]methanone